4-[[4-Chloro-2-[3-[(2,2-difluoro-1,3-benzodioxol-5-yl)-methylcarbamoyl]phenyl]-5-(trifluoromethyl)pyrazol-3-yl]methoxy]pyrrolidin ClC1=C(N(N=C1C(F)(F)F)C1=CC(=CC=C1)C(N(C)C1=CC2=C(OC(O2)(F)F)C=C1)=O)COC1CCNC1